COC1=CC(=C(C=C1)NC(=S)NC(=O)NCCC1CCN(CC1)C1=NN(C=N1)C1=CC=C(C=C1)OC(F)(F)F)C 1-[(4-Methoxy-2-methyl-phenyl)carbamothioyl]-3-[2-[1-[1-[4-(trifluoromethoxy)phenyl]-1,2,4-triazol-3-yl]-4-piperidyl]ethyl]urea